{4-[5-(5-Fluoro-6-methoxy-1H-indazol-3-yl)-isoxazol-3-yl]-phenyl}-piperazin-1-yl-methanon FC=1C=C2C(=NNC2=CC1OC)C1=CC(=NO1)C1=CC=C(C=C1)C(=O)N1CCNCC1